3-methyl-6-(pyrimidin-5-yl)picolinate CC=1C(=NC(=CC1)C=1C=NC=NC1)C(=O)[O-]